P(OC(C1=C(C=C(C=C1)C(C)(C)C)C(C)(C)C)C1=C(C=C(C=C1)C(C)(C)C)C(C)(C)C)([O-])[O-] bis(2,4-bis-tert-butylphenyl)-methyl phosphite